N1=NC=C(C2=CC=CC=C12)C=1C=C(C=NC1)NC(C(C1=CC=CC=C1)=O)=O N-(5-(cinnolin-4-yl)pyridin-3-yl)-2-oxo-2-phenyl-acetamide